N-e-methyl-lysine CN[C@@H](CCCCN)C(=O)O